C(CCCC=C)C1=C(C=2CC3=CC=CC=C3C2C=C1)CCCCC=C bis(hex-5-ENE-1-YL)FLUORENE